C(C)(C)(C)OC(NC/C(=C\F)/COC1=CC2=C(N(C(N2C)=O)C)C=C1)=O N-[(E)-2-[(1,3-dimethyl-2-oxo-benzimidazol-5-yl)oxymethyl]-3-fluoro-allyl]carbamic acid tert-butyl ester